rel-2-(3-aminopiperidin-4-yl)-4,5-dichlorophenol NC1CNCCC1C1=C(C=C(C(=C1)Cl)Cl)O